CC1=C(C=CC=C1)C1=CC(=CC=C1OC(F)(F)F)C=O 2'-methyl-6-(trifluoromethoxy)biphenyl-3-carbaldehyde